N-(4-chloro-2-methylphenyl)-5-(2-chloro-5-(isobutyramidomethyl)benzamido)-1-(3-methoxypropyl)-1H-indole-2-carboxamide ClC1=CC(=C(C=C1)NC(=O)C=1N(C2=CC=C(C=C2C1)NC(C1=C(C=CC(=C1)CNC(C(C)C)=O)Cl)=O)CCCOC)C